N-{2-fluoro-3-[6-oxo-4-(trifluoromethyl)-1,6-dihydropyrimidin-2-yl]-4-(trifluoromethyl)benzyl}-1-[3-(trifluoromethyl)phenyl]piperidine-4-carboxamide FC1=C(CNC(=O)C2CCN(CC2)C2=CC(=CC=C2)C(F)(F)F)C=CC(=C1C=1NC(C=C(N1)C(F)(F)F)=O)C(F)(F)F